N-(6-(7-(1-acetamidoethyl)-5-chloro-6-fluoro-1H-indazol-4-yl)imidazo[1,2-a]pyrazin-2-yl)-2-fluorocyclopropane-1-carboxamide C(C)(=O)NC(C)C=1C(=C(C(=C2C=NNC12)C=1N=CC=2N(C1)C=C(N2)NC(=O)C2C(C2)F)Cl)F